sodium thiophenate C1=CC=C(C=C1)[S-].[Na+]